6'-[4-(methoxycarbonyl)benzamido]-[3,3'-bipyridazine] COC(=O)C1=CC=C(C(=O)NC2=CC=C(N=N2)C=2N=NC=CC2)C=C1